4-amino-4-hydroxy-6-chloromethylpteridine NC1(NC=NC2=NC=C(N=C12)CCl)O